NC(C(C(CC1C(NC2(C1)CCN(CC2)C(C(C)C)=O)=O)NC([C@H](CC2CCCCC2)NC(=O)C=2NC1=CC=CC=C1C2)=O)=O)=O N-((2S)-1-((4-amino-1-(8-isobutyryl-2-oxo-1,8-diazaspiro[4.5]decan-3-yl)-3,4-dioxobutan-2-yl)amino)-3-cyclohexyl-1-oxopropan-2-yl)-1H-indole-2-carboxamide